methyl 7-(dimethylamino)-2-methoxyquinoline-3-carboxylate CN(C1=CC=C2C=C(C(=NC2=C1)OC)C(=O)OC)C